N-(5-(3-chlorobenzyl)-1,3,4-thiadiazol-2-yl)-3-methylpyrazine-2-carboxamide ClC=1C=C(CC2=NN=C(S2)NC(=O)C2=NC=CN=C2C)C=CC1